C1=CC=CC=2C3=CC=CC=C3C(C12)COC(NCC(NCO[C@@H](CC(=O)O)C)=O)=O (R)-1-(9H-fluoren-9-yl)-10-methyl-3,6-dioxo-2,9-dioxa-4,7-diazadodecane-12-oic acid